7-(cyclopropylamino)pyrazolo[1,5-a]Pyrimidine-3-carbonitrile monotrifluoroacetate salt FC(C(=O)O)(F)F.C1(CC1)NC1=CC=NC=2N1N=CC2C#N